(E,E)-9,12-tetradecadienol C(CCCCCCC\C=C\C\C=C\C)O